CC1=CC(=NO1)NC(=O)NC1=CC=C(C=C1)C=1N=NN(C1)C1=CC=C(C=C1)OCCN1CCOCC1 1-(5-methylisoxazol-3-yl)-3-(4-(1-(4-(2-morpholinoethoxy)phenyl)-1H-1,2,3-triazol-4-yl)phenyl)urea